6-bromo-N-(3-fluoro-4-[[1,2,4]triazolo[1,5-a]pyridin-7-yloxy]phenyl)quinazolin-4-amine BrC=1C=C2C(=NC=NC2=CC1)NC1=CC(=C(C=C1)OC1=CC=2N(C=C1)N=CN2)F